NC1=NC=2C=C(C(=CC2C2=C1COC2)C(=O)N(C2CC2)CC2=NC=C(C=C2)C#N)Cl 4-amino-7-chloro-N-((5-cyano-2-pyridinyl)methyl)-N-cyclopropyl-1,3-dihydrofuro[3,4-c]quinoline-8-carboxamide